COC1=CC=2N(C=C1)C(=CN2)C[C@@H](C)CS(=O)(=O)[O-] |r| (R/S)-[2-(7-methoxyimidazo[1,2-a]pyridin-3-yl)-1-methyl-ethyl]methanesulfonate